isopropylalcohol C(C)(C)O